2-oxo-6-[3-(trifluoromethyl)phenyl]-3H-imidazo[4,5-b]pyridin O=C1NC=2C(=NC=C(C2)C2=CC(=CC=C2)C(F)(F)F)N1